Cl.C(CC)(=O)O propanoic acid hydrochloride salt